N1NC(C=2C1=NC=CC2)=O 1,2-dihydro-3H-pyrazolo[3,4-b]Pyridin-3-one